tert-butyl 6-hydroxy-3',6'-dihydro-[2,4'-bipyridine]-1'(2'h)-carboxylate OC1=CC=CC(=N1)C=1CCN(CC1)C(=O)OC(C)(C)C